C(#N)CCC1=CC(=C(C=C1F)NS(=O)(=O)C1=CNC2=C1C=CC=1C=CC=NC21)F N-[4-(2-cyanoethyl)-2,5-difluorophenyl]-1H-pyrrolo[3,2-H]quinoline-3-sulfonamide